4,4'-dibromo-2,2'-bipyridinium iridium [Ir+3].BrC1=CC(=[NH+]C=C1)C1=[NH+]C=CC(=C1)Br